ClC1=CC=C(CNC(=O)C2=NN(C=3C(N(CCC32)CC3(CC3)S(=O)(=O)C(C(=O)O)(C)C)=O)C)C=C1 2-((1-((3-((4-chlorobenzyl)carbamoyl)-1-methyl-7-oxo-1,4,5,7-tetrahydro-6H-pyrazolo[3,4-c]pyridin-6-yl)methyl)cyclopropyl)sulfonyl)-2-methylpropanoic acid